9-((2-hexyldecyl)oxy)-9-oxononanoic acid C(CCCCC)C(COC(CCCCCCCC(=O)O)=O)CCCCCCCC